1-ethylcyclohexyl 4-chlorobutyrate ClCCCC(=O)OC1(CCCCC1)CC